4-[1-[4-[(2,6-dioxo-3-piperidinyl)amino]-2-fluoro-phenyl]-4-piperidinyl]-3,3-difluoro-piperidine-1-carboxylic acid tert-butyl ester C(C)(C)(C)OC(=O)N1CC(C(CC1)C1CCN(CC1)C1=C(C=C(C=C1)NC1C(NC(CC1)=O)=O)F)(F)F